ClC=1C(=NC=C(C1)C1CC1)OCC=1OC(=CN1)CC1CCN(CC1)C(=O)OC(C)(C)C tert-Butyl 4-((2-(((3-chloro-5-cyclopropylpyridin-2-yl)oxy)methyl)oxazol-5-yl)methyl)piperidine-1-carboxylate